C12(CC3CC(CC(C1)C3)C2)CC(=O)NCCOCCC=2C=C(C=CC2)C2=NC=3N(C(=C2)N2CCN(CC2)C(=O)OCC2=CC=CC=C2)N=C(C3C3=CC=CC=C3)C Benzyl 4-(5-(3-(2-(2-(2-((3r,5r,7r)-adamantan-1-yl)acetamido)ethoxy)ethyl)-phenyl)-2-methyl-3-phenylpyrazolo[1,5-a]pyrimidin-7-yl)piperazine-1-carboxylate